N[C@H](CCCN)C(=O)O R-ornithine